C(C)C1=CC=C(C=C1)S(=O)(=O)C=1C=NC2=CC=C(C=C2C1N1CCCCC1)F 3-((4-ethylphenyl)sulfonyl)-6-fluoro-4-(piperidin-1-yl)quinoline